3-[(5-methyl-3-pyridyl)sulfamoyl]propionic acid methyl ester COC(CCS(NC=1C=NC=C(C1)C)(=O)=O)=O